ClC1=CC(=NC=2N1C=C(C2)C(=O)O)C 4-Chloro-2-methylpyrrolo[1,2-a]pyrimidine-7-carboxylic acid